ClC1=C(CNC(=O)[C@@]2(C=3C=CC=NC3[C@@H](CC2)O)F)C(=CC=C1)Cl (5r,8r)-N-(2,6-dichlorobenzyl)-5-fluoro-8-hydroxy-5,6,7,8-tetrahydroquinoline-5-carboxamide